O1C=C(C=C1)C=1N=C(C2=C(N1)SC(=C2)C)NCCCC2=CC=C(C=C2)C=2N=C1C(=NC2)NC=C1 2-(furan-3-yl)-6-methyl-N-[3-(4-(5H-pyrrolo[2,3-b]pyrazin-2-yl)phenyl)propyl]thieno[2,3-d]pyrimidin-4-amine